(2-amino-3-(3-((6-(2-fluorophenethoxy)pyridin-3-yl)methyl)isoxazol-5-yl)pyridin-1-ium-1-yl)methyl hydrogen phosphate P(=O)(OC[N+]1=C(C(=CC=C1)C1=CC(=NO1)CC=1C=NC(=CC1)OCCC1=C(C=CC=C1)F)N)(O)[O-]